CO[Si](CCCN1N=NC=C1)(OC)OC 1-[3-(trimethoxysilyl)propyl]-1,2,3-triazole